C1(CC1)N(S(NCC#C)(=O)=O)CC1=CC=C(C=C1)C1=NOC(=N1)C(F)(F)F 3-[4-[[cyclopropyl(prop-2-ynylsulfamoyl)amino]methyl]phenyl]-5-(trifluoromethyl)-1,2,4-oxadiazole